C(C)(C)(C)OC(=O)NC=1SC(=C(N1)C1=CC=CC=C1)OC1=CC(=NC=C1)NC1=CC=C(C(=O)[O-])C=C1 4-(4-(2-(tert-butoxycarbonylamino)-4-phenylthiazol-5-yloxy) pyridin-2-ylamino)benzoate